N-((1R,2R)-2-methoxycyclobutyl)-7-(methylamino)-5-((6'-oxo-1',3',4',6'-tetrahydrospiro[cyclopropane-1,2'-quinolizine]-7'-yl)amino)pyrazolo[1,5-a]pyrimidine-3-carboxamide CO[C@H]1[C@@H](CC1)NC(=O)C=1C=NN2C1N=C(C=C2NC)NC=2C(N1CCC3(CC1=CC2)CC3)=O